O[C@@H]1[C@H](CCCCCC1)N(CCCCCCCC(=O)N(CCCCCCCCCC)CCCCCCCCCC)CCCCCCCC(=O)N(CCCCCCCCCC)CCCCCCCCCC 8,8'-(((1S,2S)-2-hydroxycyclooct-yl)azanediyl)bis-(N,N-didecyloctan-amide)